C(=O)C1=C(C=NC(=C1)OC)OCC=1C=NC=C(C(=O)O)C1 5-((4-formyl-6-methoxypyridin-3-yloxy)methyl)nicotinic acid